ClC1=CC=C(C=C1)CNC(=O)C=1C(=NC(=CC1C)N1[C@@H](COCC1)C)CCC N-[(4-Chlorophenyl)-methyl]-4-methyl-6-[(3R)-3-methyl-morpholin-4-yl]-2-propyl-pyridine-3-carboxylic acid amide